butyl ((R)-1-((1r,4R)-4-methylcyclohexyl)-2-oxo-2-((5-(((S)-2-oxo-4-(trifluoromethyl)imidazolidin-1-yl)methyl)pyridin-3-yl)amino)ethyl)carbamate CC1CCC(CC1)[C@H](C(NC=1C=NC=C(C1)CN1C(N[C@@H](C1)C(F)(F)F)=O)=O)NC(OCCCC)=O